2-((3-cyclopropyl-1-methyl-1H-pyrazol-5-yl)amino)acetonitrile C1(CC1)C1=NN(C(=C1)NCC#N)C